N=1N2C(=NC1)OC=C2 oxazolo[3,2-b]-1,2,4-triazole